COC(=O)C12C3=CC=CC=C3C(C=C1)(O2)C 8-Methyl-11-oxa-tricyclo[6.2.1.02,7]undeca-2,4,6,9-tetraene-1-carboxylic acid methyl ester